6-chloro-7-(3,5-difluoro-2-pyridinyl)-4-((2S)-2-methyl-4-(2-propenoyl)-1-piperazinyl)-1-(2-(2-propanyl)phenyl)pyrido[2,3-d]pyrimidin-2(1H)-one ClC1=CC2=C(N(C(N=C2N2[C@H](CN(CC2)C(C=C)=O)C)=O)C2=C(C=CC=C2)C(C)C)N=C1C1=NC=C(C=C1F)F